2-(4-(6-Butyl-3-(4-Methoxyphenyl)Pyrazin-2-yl)Piperazin-1-yl)Acetic Acid C(CCC)C1=CN=C(C(=N1)N1CCN(CC1)CC(=O)O)C1=CC=C(C=C1)OC